(5S)-2-[(3,5-Dichloropyridin-2-yl)methyl]-3-oxo-2,3,5,6,7,8-hexahydro[1,2,4]triazolo[4,3-a]pyridine-5-carboxylic acid ClC=1C(=NC=C(C1)Cl)CN1N=C2N([C@@H](CCC2)C(=O)O)C1=O